C(C)(C)(C)OC(=O)NCCCN1C(C(=CC2=CC(=CC=C12)NC1=NC(=C(C=C1Cl)C#N)Cl)OCC(=O)O)=O 2-[[1-[3-(tert-butoxycarbonylamino)propyl]-6-[(3,6-dichloro-5-cyano-2-pyridinyl)amino]-2-oxo-3-quinolinyl]oxy]acetic acid